C1(CC1)C=1N=CN2C1CN(CC1=C2C=C(C(=C1)F)C(=O)NC1=NC(=CC=C1)C1=NN=CN1C(C)C)C1=C(C=C(C=C1)F)F 3-cyclopropyl-5-(2,4-difluorophenyl)-8-fluoro-N-[6-(4-isopropyl-4H-1,2,4-triazol-3-yl)pyridin-2-yl]-5,6-dihydro-4H-benzo[f]imidazo[1,5-a][1,4]diazepine-9-carboxamide